N1C=CC2=CC=CC(=C12)O (E)-1H-indol-7-ol